N5-(3-Hydroxycyclohexyl)-N3-methyl-1-((S)-1-phenylethyl)-1H-pyrazole-3,5-dicarboxamide OC1CC(CCC1)NC(=O)C1=CC(=NN1[C@@H](C)C1=CC=CC=C1)C(=O)NC